1,2,3,4,5,6-hexahydro-2-pentalenecarboxamide C1C(CC=2CCCC12)C(=O)N